(2R,6R)-6-methyl-4-(5-quinolyl)morpholine-2-carboxylic acid methyl ester COC(=O)[C@H]1CN(C[C@H](O1)C)C1=C2C=CC=NC2=CC=C1